O=C1C2(CC2)CCC1C(=O)OC methyl 4-oxospiro[2.4]heptane-5-carboxylate